[C@@H]12OC[C@@H](N(C1)CCOC=1C=C(C=3N(C1)N=CC3C#N)C=3C=NC(=CC3)F)C2 6-(2-((1S,4S)-2-oxa-5-azabicyclo[2.2.1]heptan-5-yl)ethoxy)-4-(6-fluoropyridin-3-yl)pyrazolo[1,5-a]pyridine-3-carbonitrile